FC=1C=C2N(CCN(C2=CC1)C(=O)C1=CC=2N(C(=C1)C)N=CC2C=2C=CC(=NC2)NC(OC)=O)C methyl N-[5-[5-(6-fluoro-4-methyl-2,3-dihydroquinoxaline-1-carbonyl)-7-methyl-pyrazolo[1,5-a]pyridin-3-yl]-2-pyridyl]carbamate